trifluoroethyl tertiary butyl sulfone C(C)(C)(C)S(=O)(=O)CC(F)(F)F